tri(2-methylphenyl) phosphite P(OC1=C(C=CC=C1)C)(OC1=C(C=CC=C1)C)OC1=C(C=CC=C1)C